8-((4-((cyclobutylmethyl)(2,2-difluorobenzo[d][1,3]dioxol-5-yl)amino)cyclohexyl)(methyl)amino)-5-methyl-6-oxo-5,6-dihydro-1,5-naphthyridine-2,7-dicarbonitrile C1(CCC1)CN(C1CCC(CC1)N(C1=C(C(N(C=2C=CC(=NC12)C#N)C)=O)C#N)C)C1=CC2=C(OC(O2)(F)F)C=C1